2,4,6-trimethylphenylsulfonium trifluoromethanesulfonate FC(S(=O)(=O)[O-])(F)F.CC1=C(C(=CC(=C1)C)C)[SH2+]